ClC1=CC2=C(N=CN(C2=O)C2CC2)C(=N1)Cl 6,8-dichloro-3-cyclopropyl-pyrido[3,4-d]pyrimidin-4-one